4-(dimethylamino)-1-(4-(8-hydroxyquinolin-6-yl)-3,6-dihydropyridin-1(2H)-yl)butan-1-one CN(CCCC(=O)N1CCC(=CC1)C=1C=C2C=CC=NC2=C(C1)O)C